C1=C(C=CC2=CC=CC=C12)[SiH2]C1=CC2=CC=CC=C2C=C1 1,1-di(naphthalen-2-yl)silane